C(C)C(COC(C(=C(C1=CC=CC=C1)C1=CC=CC=C1)C#N)=O)CCCC 2-cyano-3,3-diphenyl-acrylic acid 2-ethylhexyl ester